ethyl 2-(allyl((5-bromo-3-fluoropyridin-2-yl)methyl)amino)-2-oxoacetate C(C=C)N(C(C(=O)OCC)=O)CC1=NC=C(C=C1F)Br